NC1=NC(=NC2=C(C=CC=C12)C=1C=C(C=CC1)NC(C(=C)C)=O)NC1=CC=C(C=C1)N1CCN(CC1)C N-(3-(4-amino-2-((4-(4-methylpiperazin-1-yl)phenyl)amino)quinazolin-8-yl)phenyl)methacrylamide